C(C1=CC=CC=C1)SC1=CC(=CC(=C1)[N+](=O)[O-])F 1-benzylsulfanyl-3-fluoro-5-nitro-benzene